ClC=1N(C(C=C2CCN(C(C12)=O)CCO)=O)C 8-chloro-2-(2-hydroxyethyl)-7-methyl-3,4-dihydro-2,7-naphthyridine-1,6(2h,7h)-dione